2-cyano-3-hydroxybut-2-enamide C(#N)C(C(=O)N)=C(C)O